tert-butyl 2-((methylamino)methyl)-7,8-dihydro-4H-pyrazolo[1,5-a][1,4]diazepine-5(6H)-carboxylate CNCC1=NN2C(CN(CCC2)C(=O)OC(C)(C)C)=C1